4-(6-(2-methylmorpholino)-[1,2,4]triazolo[1,5-a]pyridin-2-yl)-2,7-naphthyridine-1,6-diamine CC1OCCN(C1)C=1C=CC=2N(C1)N=C(N2)C2=CN=C(C1=CN=C(C=C21)N)N